1-[2-[5-(difluoromethoxy)pyrimidin-2-yl]-1,2,4-triazol-3-yl]ethanamine FC(OC=1C=NC(=NC1)N1N=CN=C1C(C)N)F